6-bromo-N-(methoxymethyl)-N-methylisoxazolo[4,5-b]pyridin-3-amine BrC=1C=C2C(=NC1)C(=NO2)N(C)COC